(3R)-7-Isobutoxy-6-[(1-naphthyl)methyl]-4-oxo-1-thia-3a-aza-3-indancarboxylic acid C(C(C)C)OC=1C(=CC(N2[C@@H](CSC12)C(=O)O)=O)CC1=CC=CC2=CC=CC=C12